The molecule is a 2,3-trans-enoyl -CoA that results from the formal condensation of the thiol group of coenzyme A with the carboxy group of (2E,4Z,7Z,10Z,13Z,16Z,19Z)-docosaheptaenoic acid. It is a long-chain fatty acyl-CoA and a (2E,4Z)-dienoyl-CoA. It is a conjugate acid of a (2E,4Z,7Z,10Z,13Z,16Z,19Z)-docosaheptaenoyl-CoA(4-). CC/C=C\\C/C=C\\C/C=C\\C/C=C\\C/C=C\\C/C=C\\C=C\\C(=O)SCCNC(=O)CCNC(=O)[C@@H](C(C)(C)COP(=O)(O)OP(=O)(O)OC[C@@H]1[C@H]([C@H]([C@@H](O1)N2C=NC3=C(N=CN=C32)N)O)OP(=O)(O)O)O